((5-bromo-2-methyl-1,2,3,4-tetrahydroisoquinolin-7-yl)amino)-5-((2-cyanophenyl)amino)-1,2,4-triazine-6-carboxamide BrC1=C2CCN(CC2=CC(=C1)NC=1N=NC(=C(N1)NC1=C(C=CC=C1)C#N)C(=O)N)C